2'-(6-aminopyridin-3-yl)-N-ethyl-5',6'-dihydrospiro[azetidine-3,4'-pyrrolo[1,2-b]pyrazole]-1-carboxamide NC1=CC=C(C=N1)C=1C=C2N(N1)CCC21CN(C1)C(=O)NCC